methyl-2-fluoroisonicotinate COC(C1=CC(=NC=C1)F)=O